C(C)(C)OC1C2C=CC(C1)C2 5-(isopropoxy)-bicyclo[2.2.1]Hept-2-ene